N-(1,4-dimethylpentyl)-N'-phenyl-p-phenylenediamine CC(CCC(C)C)NC1=CC=C(C=C1)NC1=CC=CC=C1